2-amino-1-(7'-(4-chloro-2-(trifluoromethyl)phenyl)-2'-(2-ethoxypyridin-3-yl)-7',8'-dihydro-6'H-spiro[piperidine-4,5'-[1,7]naphthyridin]-1-yl)ethan-1-one NCC(=O)N1CCC2(C=3C=CC(=NC3CN(C2)C2=C(C=C(C=C2)Cl)C(F)(F)F)C=2C(=NC=CC2)OCC)CC1